2-(1-(4-fluorophenyl)ethyl)-10H-phenothiazine FC1=CC=C(C=C1)C(C)C1=CC=2NC3=CC=CC=C3SC2C=C1